N1N=NN=C1NC(C1=CC=CC=C1)=O N-(1H-tetrazol-5-yl)benzamide